NC(=CC(=O)OCC)C(F)F ethyl 3-amino-4,4-difluorobut-2-enoate